(S)-2-(4-cyclopropylphenyl)-5-phenyl-2,5,6,7-tetrahydro-3H-pyrrolo[2,1-c][1,2,4]triazol-3-one C1(CC1)C1=CC=C(C=C1)N1N=C2N(C1=O)[C@@H](CC2)C2=CC=CC=C2